C1(=NC=CC2=CC=CC=C12)C(=O)NCC1=NOC(C1)CC1=CC(=CC=C1)OC 3-((isoquinoline-1-carboxamido)methyl)-5-(3-methoxybenzyl)-4,5-dihydroisoxazole